methyl 3,4-difluoro-2-(2-fluoro-4-iodoanilino)-5-formylbenzoate FC=1C(=C(C(=O)OC)C=C(C1F)C=O)NC1=C(C=C(C=C1)I)F